S1(CCSCC1)(=O)=O 1,4-dithiane-1,1-dioxide